2,6-dibromo-p-cresol CC1=CC(=C(C(=C1)Br)O)Br